1,1-bis(4-hydroxyphenyl)-n-pentadecane OC1=CC=C(C=C1)C(CCCCCCCCCCCCCC)C1=CC=C(C=C1)O